2-(2-aminoethyl)aniline NCCC1=C(N)C=CC=C1